COCCOCCOCCOC1(COC1)CC triethylene glycol (3-ethyl-3-oxetanyl) methyl ether